N1N=CC(=C1)C1=CC=C(C=C1)C1=NC(=NC(=N1)C1=CC=C(C=C1)C=1C=NNC1)C1=CC=C(C=C1)C=1C=NNC1 ls-2,4,6-tris(4-(1H-pyrazol-4-yl)phenyl)-1,3,5-triazine